NCCCCCCC(=O)N[C@H](C(=O)N1[C@@H](C[C@H](C1)O)C(=O)N[C@@H](C)C1=CC=C(C=C1)C1=C(N=CS1)C)C(C)(C)C (2S,4R)-1-[(2S)-2-(7-aminoheptanamido)-3,3-dimethylbutanoyl]-4-hydroxy-N-[(1S)-1-[4-(4-methyl-1,3-thiazol-5-yl)phenyl]ethyl]pyrrolidine-2-carboxamide